O=C1N(C=CC2=C1C=NN2COCC[Si](C)(C)C)C2CCC(CC2)C(=O)O (1s,4s)-4-(4-oxo-1-{[2-(trimethylsilyl)ethoxy]methyl}-1H,4H,5H-pyrazolo[4,3-c]pyridin-5-yl)cyclohexane-1-carboxylic acid